3-(1,2,3,5,6,7-hexahydro-s-indacen-4-yl)-1-[(1-methyl-1H-pyrazol-4-yl)(1-methyl-5-oxopyrrolidin-3-yl)sulfamoyl]urea sodium salt [Na].C1CCC2=C(C=3CCCC3C=C12)NC(NS(N(C1CN(C(C1)=O)C)C=1C=NN(C1)C)(=O)=O)=O